3,3'-((2,7-dibromo-9,10-dihydrophenanthrene-9,10-diyl)bis(oxy))bis(N-(2,5,8,11,14,17,20,23,26,29,32,35-dodecaoxaheptatriacontan-37-yl)propane-1-sulfonamide) BrC1=CC=2C(C(C3=CC(=CC=C3C2C=C1)Br)OCCCS(=O)(=O)NCCOCCOCCOCCOCCOCCOCCOCCOCCOCCOCCOCCOC)OCCCS(=O)(=O)NCCOCCOCCOCCOCCOCCOCCOCCOCCOCCOCCOCCOC